FC(OC1=CC=C(C=C1)C(C=CC1=CC=C(OCC(=O)O)C=C1)=O)F 2-[4-[3-[4-(Difluoromethoxy)phenyl]-3-oxoprop-1-enyl]phenoxy]acetic acid